N-(2-(2,3-difluorophenyl)propan-2-yl)-2-(1-methyl-pyrrolidin-2-yl)acetamide FC1=C(C=CC=C1F)C(C)(C)NC(CC1N(CCC1)C)=O